NC=1C=C(C(=C(C(=O)OCC)C1)C=1C=NC(=CC1)C(F)F)Cl Ethyl 5-amino-3-chloro-2-[6-(difluoromethyl) pyridin-3-yl]benzoate